IC1=CC=C(N1)C=O 5-IODO-1H-PYRROLE-2-CARBALDEHYDE